COC(=O)C1=C(N(C2=CC=C(C=C12)[N+](=O)[O-])C(C)C1CCN(CC1)C(=O)OC(C)(C)C)C 1-(1-(1-(tert-butoxycarbonyl)piperidin-4-yl)ethyl)-2-methyl-5-nitro-1H-indole-3-carboxylic acid methyl ester